N-(6-(1-Methyl-1H-pyrazol-4-yl)isoquinolin-3-yl)-3-(piperidin-4-yloxy)Benzamide CN1N=CC(=C1)C=1C=C2C=C(N=CC2=CC1)NC(C1=CC(=CC=C1)OC1CCNCC1)=O